sodium hydrogen sulfate salt S(=O)(=O)(O)[O-].[Na+]